(rac)-trans-1-((1,5-dimethyl-1H-pyrazol-4-yl)sulfonyl)-4-(7-methyl-[1,2,4]triazolo[1,5-a]pyridin-6-yl)piperidin-3-ol CN1N=CC(=C1C)S(=O)(=O)N1C[C@H]([C@@H](CC1)C=1C(=CC=2N(C1)N=CN2)C)O |r|